(5-Chloro-1-methyl-3-(5-methylisoxazol-3-yl)-1H-pyrazol-4-yl)(3-((isobutylamino)methyl)piperidin-1-yl)methanone ClC1=C(C(=NN1C)C1=NOC(=C1)C)C(=O)N1CC(CCC1)CNCC(C)C